1-methyl-4-(4,4,5,5-tetramethyl-1,3-dioxolan-2-yl)pyrazole CN1N=CC(=C1)C1OC(C(O1)(C)C)(C)C